C(C)C=1C=2N(C=C(N1)C)N=C(C2)C=2N=C1N(C(C2)=O)C=C(C=C1)N1CCN(CC1)CCF 2-(4-ethyl-6-methylpyrazolo[1,5-a]pyrazin-2-yl)-7-[4-(2-fluoroethyl)piperazin-1-yl]-4H-pyrido[1,2-a]pyrimidin-4-one